FC1=CC=C(C=C1)[C@H]([C@H]1[C@@H]2N(C(C=3N1N=CC(C3O)=O)=O)CCC2)C2=C(C=CC=C2)OC (9aR,10S)-10-((S)-(4-Fluorophenyl)(2-methoxyphenyl)methyl)-4-hydroxy-8,9,9a,10-tetrahydro-7H-pyrrolo[1',2':4,5]pyrazino[1,2-b]pyridazin-3,5-dion